C(C)N(C(C1=C(C=CC(=C1)F)N1C2=C(C=3CC4(CCC13)CN(C4)[C@@H](C(C)C)CCCN(C)CCOC)C(=CN=C2)C)=O)C(C)C (R)-N-ethyl-5-fluoro-N-isopropyl-2-(1-(6-((2-methoxyethyl)(methyl)amino)-2-methylhexane-3-yl)-4'-methyl-7',8'-dihydrospiro[azetidine-3,6'-pyrido[3,4-b]indol]-9'(5'H)-yl)benzamide